CN(C1=CC=C(C=C1)NC1=CC(=NN1)C1=CC=C(S1)C#N)C1CCNCC1 5-(5-(4-(N-methylpiperidin-4-ylamino)phenylamino)-1H-pyrazol-3-yl)thiophene-2-carbonitrile